5-dihydrothiazolecarboxylic acid S1CNC=C1C(=O)O